C(/C1=CC=CC=C1)=C\1/CC(CC(=C1OCCN1CCN(CC1)C)C)C (E)-1-(2-((6-benzylidene-2,4-dimethylcyclohex-1-en-1-yl)oxy)ethyl)-4-methylpiperazine